bis[(4-(4-amino-2-trifluoromethylphenoxy)phenyl)]hexafluoropropane NC1=CC(=C(OC2=CC=C(C=C2)C(C(F)(F)F)(C(F)(F)F)C2=CC=C(C=C2)OC2=C(C=C(C=C2)N)C(F)(F)F)C=C1)C(F)(F)F